5-(3,5-dimethylisoxazol-4-yl)-3-(3-fluorobenzyl)benzo[d]oxazol-2(3H)-one CC1=NOC(=C1C=1C=CC2=C(N(C(O2)=O)CC2=CC(=CC=C2)F)C1)C